(S)-3-(1,3-dioxoisoindolin-2-yl)-5-methyl-4-oxo-2,3,4,5-tetrahydrobenzo[b][1,4]Oxazepine O=C1N(C(C2=CC=CC=C12)=O)[C@@H]1C(N(C2=C(OC1)C=CC=C2)C)=O